peroxytartaric acid C(C(O)C(O)C(=O)O)(=O)OO